methyl β-2-ethylhexylaminopropionate CCC(CNC(C(=O)OC)C)CCCC